methyl 3-(9-((5-(((tert-butoxycarbonyl)amino)methyl)-3-chloropyridin-2-yl)carbamoyl)-4,5-dihydrobenzo[b]thieno[2,3-d]oxepin-8-yl)-6-(propylcarbamoyl)picolinate C(C)(C)(C)OC(=O)NCC=1C=C(C(=NC1)NC(=O)C1=CC2=C(OCCC3=C2SC=C3)C=C1C=1C(=NC(=CC1)C(NCCC)=O)C(=O)OC)Cl